(1S,4S,5R)-5-[[5-cyclopropyl-3-(2,6-dichlorophenyl)-1,2-oxazole-4-carbonyloxy]-2-azabicyclo[2.2.1]heptan-2-yl]-4-(trifluoromethyl)-1,3-benzothiazole-6-carboxylic acid C1(CC1)C1=C(C(=NO1)C1=C(C=CC=C1Cl)Cl)C(=O)O[C@@]12N(C[C@@H](CC1)C2)C=2C(=CC1=C(N=CS1)C2C(F)(F)F)C(=O)O